CC1=C(C=C(C=C1)C)O 2,5-DIMETHYLPHENOL